N-methyl-3-(1-methyl-1H-indazol-5-yl)-4-[4-(trifluoromethyl)phenoxy]benzene-1-sulfonamide CNS(=O)(=O)C1=CC(=C(C=C1)OC1=CC=C(C=C1)C(F)(F)F)C=1C=C2C=NN(C2=CC1)C